ClC1=C(OC=2C=CC(=C(C(=O)O)C2)[N+](=O)[O-])C=CC(=C1)C(F)(F)F 5-{2-chloro-4-(trifluoromethyl)phenoxy}-2-nitrobenzoic acid